6-azaspiro[4.5]decan-10-one hydrochloride Cl.C1CCCC12NCCCC2=O